C(C(C)C)N1N=CC2=CC(=CC=C12)N 1-isobutyl-1H-indazol-5-amine